ClC1=NN=C(C2=CC3=CC=CC=C3C=C12)Cl 1,4-dichloro-2,3-diazaanthracene